2,3,4,5-tetrafluoro-N-(3-fluoro-4-methoxyphenyl)-6-phenoxy-N-(prop-2-yn-1-yl)benzenesulfonamide FC1=C(C(=C(C(=C1F)F)F)OC1=CC=CC=C1)S(=O)(=O)N(CC#C)C1=CC(=C(C=C1)OC)F